2-[5-chloro-2H-benzotriazol-2-yl]-4-methyl-6-(t-butyl)phenol ClC1=CC=2C(=NN(N2)C2=C(C(=CC(=C2)C)C(C)(C)C)O)C=C1